Diethyl-ethanolamine C(C)N(CCO)CC